2-(2-(tert-butyldiphenylsiloxy)ethoxy)-8-(2-fluoro-4-iodoanilino)-3,4-dihydro-2,6-naphthyridin-1(2H)-one O([Si](C1=CC=CC=C1)(C1=CC=CC=C1)C(C)(C)C)CCON1C(C2=C(C=NC=C2CC1)NC1=C(C=C(C=C1)I)F)=O